4-chloro-3-(oxirane-2-yl)pyridine ClC1=C(C=NC=C1)C1OC1